2-(2-aminopyridin-4-yl)-3-(4-fluorophenyl)-6,6-dimethyl-1,5,6,7-tetrahydro-4H-pyrrolo[3,2-c]pyridin-4-one NC1=NC=CC(=C1)C1=C(C=2C(NC(CC2N1)(C)C)=O)C1=CC=C(C=C1)F